COC=1C=CC(=NC1)[B-](O)(O)O.[Li+] LITHIUM (5-METHOXYPYRIDIN-2-YL)TRIHYDROXYBORATE